1-(4-bromophenyl)-5-(2,2-difluoroethoxy)-3-(trifluoromethyl)-1H-pyrazole BrC1=CC=C(C=C1)N1N=C(C=C1OCC(F)F)C(F)(F)F